(E)-3-(4-ethoxyphenyl)-N-((2S,3S)-1-hydroxy-3-methylpentan-2-yl)acrylamide C(C)OC1=CC=C(C=C1)/C=C/C(=O)N[C@H](CO)[C@H](CC)C